1-(phenyldiazenyl)pyrrolidine C1(=CC=CC=C1)N=NN1CCCC1